2-(1-((2-(3,5-dichlorophenyl)-6-((6-((1S,4S)-5-ethyl-2,5-diazabicyclo[2.2.1]heptan-2-yl)pyridazin-3-yl)oxy)pyridin-4-yl)methyl)piperidin-4-yl)acetic acid ClC=1C=C(C=C(C1)Cl)C1=NC(=CC(=C1)CN1CCC(CC1)CC(=O)O)OC=1N=NC(=CC1)N1[C@@H]2CN([C@H](C1)C2)CC